NC1=NC=2C=CC(=CC2C2=C1COC2)C(=O)N(C)[C@@H]2COC1=C2C=CC(=C1)Br 4-amino-N-((3S)-6-bromo-2,3-dihydro-1-benzofuran-3-yl)-N-methyl-1,3-dihydrofuro[3,4-c]-quinoline-8-carboxamide